(5S)-5-(2-fluorophenyl)-N-[(7S)-6-oxo-5,7,8,9-tetrahydropyrido[3,2-b]azepin-7-yl]-6,7-dihydro-5H-pyrrolo[1,2-b][1,2,4]triazole-2-carboxamide FC1=C(C=CC=C1)[C@@H]1CCC=2N1N=C(N2)C(=O)N[C@H]2CCC1=C(NC2=O)C=CC=N1